N1-((2-(3-((1H-pyrrolo[3,2-b]pyridin-5-yl)oxy)phenyl)-1H-imidazol-5-yl)(phenyl)methyl)-N2,N2-dimethylethane-1,2-diamine N1C=CC2=NC(=CC=C21)OC=2C=C(C=CC2)C=2NC(=CN2)C(NCCN(C)C)C2=CC=CC=C2